3-chlorobenzyl (4-(((6-cyclopropylimidazo[1,2-a]pyridin-2-yl)methyl)amino)pyridin-2-yl)carbamate C1(CC1)C=1C=CC=2N(C1)C=C(N2)CNC2=CC(=NC=C2)NC(OCC2=CC(=CC=C2)Cl)=O